N1=C(C=CC=C1)[Fe](C1=NC=CC=C1)(C1=NC=CC=C1)C1=NC=CC=C1 tetrapyridyl-iron